C(C)(C)OC1=C(C=C(C(=O)N2CC3CN(CC(C3C2)C(N[C@H](C(=O)NC)CCCC2=CC=CC=C2)=O)C(=O)OCC2=CC=CC=C2)C=C1)OC benzyl 2-(4-isopropoxy-3-methoxybenzoyl)-7-(((S)-1-(methylamino)-1-oxo-5-phenylpentan-2-yl)carbamoyl)octahydro-5H-pyrrolo[3,4-c]pyridine-5-carboxylate